1-(3-Dimethylaminopropyl)-3-ethylcarbodiimid hydrochloride Cl.CN(CCCN=C=NCC)C